(R) or (S)-1-methyl-5-oxo-pyrrolidine-3-carboxylic acid ethyl ester C(C)OC(=O)[C@H]1CN(C(C1)=O)C |o1:5|